ClC=1C(=CN(C(C1)=O)C)C1=C2CCN(C(C2=CC(=C1)CCN(C)CC(C)O)=O)[C@@H](C)C1=NC=C(C#N)C(=C1)OCC 6-((1S)-1-(5-(4-chloro-1-methyl-6-oxo-1,6-dihydropyridin-3-yl)-7-(2-((2-hydroxypropyl)(methyl)amino)ethyl)-1-oxo-3,4-dihydroisoquinolin-2(1H)-yl)ethyl)-4-ethoxynicotinonitrile